trans-3-(Butylamino)-5-(4-hydroxycyclohexyl)-8-(4-methylpiperazin-1-yl)pyrimido[4,5-c]isoquinolin-6(5H)-one C(CCC)NC=1N=CC2=C(N(C(C=3C=C(C=CC23)N2CCN(CC2)C)=O)[C@@H]2CC[C@H](CC2)O)N1